C(CC=C)[Mg] 3-butenylmagnesium